FC1=C(C=C(C=C1)OC=1C(=C2C=CNC2=CC1F)C)C=1NC(=CN1)C(C)(O)C=1C=C(C=CC1)CCC(=O)[O-] 3-(3-(1-(2-(2-fluoro-5-((6-fluoro-4-methyl-1H-indol-5-yl)oxy)phenyl)-1H-imidazol-5-yl)-1-hydroxyethyl)phenyl)propanoate